ClC1=CC=C2C(=N1)NN=C2C(=O)N(CC2=CC=C(C=C2)OC)C[C@H](C)O (S)-6-chloro-N-(2-hydroxypropyl)-N-(4-methoxybenzyl)-1H-Pyrazolo[3,4-b]pyridine-3-carboxamide